COC(=O)C=1C=CC2=C(N(C(=N2)CC2CC=C(CC2)C2=NC(=CC=C2)OC([2H])([2H])C2=CC=C(C=3C=COC32)Cl)C[C@H]3OCC3)C1 2-((4-(6-((4-chlorobenzofuran-7-yl)methoxy-d2)pyridin-2-yl)cyclohex-3-en-1-yl)methyl)-1-(((S)-oxetan-2-yl)methyl)-1H-benzo[d]imidazole-6-carboxylic acid methyl ester